Trans-ethyl p-hydroxycinnamate OC1=CC=C(/C=C/C(=O)OCC)C=C1